3-benzyloxycyclopentane C(C1=CC=CC=C1)OC1CCCC1